1H-imidazol-1-yl (2-amino-2-oxoethyl)(1,3-dioxoisoindolin-2-yl)carbamate NC(CN(C(ON1C=NC=C1)=O)N1C(C2=CC=CC=C2C1=O)=O)=O